4-chloro-1-(2-methoxy-6-methylphenyl)-6-oxo-1,6-dihydropyridazine-3-carboxylic acid methyl ester COC(=O)C1=NN(C(C=C1Cl)=O)C1=C(C=CC=C1C)OC